estra-1,3,5(10)-triene-3,17a-diol valerate C(CCCC)(=O)O.C[C@@]12[C@@H](CC[C@H]1[C@@H]1CCC=3C=C(C=CC3[C@H]1CC2)O)O